[N+](=O)([O-])C(Cl)(Cl)Cl Nitrochloroform